COC=1C=C2C=C(NC2=CC1)CNCCCCNCCNC1=NC2=C(C3=CN=CC=C13)C=CC(=C2)C(=O)N 5-((2-((4-(((5-Methoxy-1H-indol-2-yl)methyl)amino)butyl)amino)ethyl)amino)benzo[c][2,6]naphthyridine-8-carboxamide